(R)-N-(1-(3-fluoro-5-(trifluoromethyl)pyridin-2-yl)ethyl)-N-ethyl-2-nitrobenzenesulfonamide FC=1C(=NC=C(C1)C(F)(F)F)[C@@H](C)N(S(=O)(=O)C1=C(C=CC=C1)[N+](=O)[O-])CC